4-bromo-N'-hydroxy-1-(2,2,2-trifluoroethyl)-1H-indole-2-carboximidamide BrC1=C2C=C(N(C2=CC=C1)CC(F)(F)F)C(N)=NO